12-Bromo-18,20-difluoro-13-methoxy-5-methyl-15,15-dioxo-8-oxa-15λ6-thia-4,5,16-triazatetracyclo[15.3.1.110,14.02,6]docosa-1(20),2(6),3,10,12,14(22),17(21),18-octaen-9-one BrC=1C=C2C(OCC=3N(N=CC3C3=C(C=C(C(NS(C(C1OC)=C2)(=O)=O)=C3)F)F)C)=O